CNCCN N-methylethane-1,2-diamine